CN1CC(C1)(C)[C@@](O)(C1=CN=NC(=C1)C1CCOCC1)C1=CC=C(C=C1)C(C)C (R)-(1,3-dimethyl-azetidin-3-yl)-(4-isopropyl-phenyl)-[6-(tetrahydro-pyran-4-yl)-pyridazin-4-yl]-methanol